N1(N=CC=C1)C1=CC=CC(=N1)NC(NC=1SC(=C(C1C(=O)OCC)C)C1=CC=C(C=C1)[N+](=O)[O-])=O ethyl 2-(3-(6-(1H-pyrazol-1-yl)pyrid-2-yl)ureido)-4-methyl-5-(4-nitro phenyl)thiophene-3-carboxylate